5-(4-((tert-butyldimethyl-silyl)oxy)but-1-en-1-yl)-4-methyl-3-nitro-2-(prop-1-en-2-yl)pyridine C(C)(C)(C)[Si](OCCC=CC=1C(=C(C(=NC1)C(=C)C)[N+](=O)[O-])C)(C)C